(2S,4R)-4-hydroxy-1-[3-methyl-2-(3-prop-2-ynoxyisoxazol-5-yl)butanoyl]pyrrolidine-2-carboxylic acid O[C@@H]1C[C@H](N(C1)C(C(C(C)C)C1=CC(=NO1)OCC#C)=O)C(=O)O